2,4-bis[N-(1-cyclohex-yl-oxy-2,2,6,6-tetramethyl-piperidine-4-yl)-N-butyl-amino]-6-(2-hydroxyethyl)amino-1,3,5-triazine C1(CCCCC1)ON1C(CC(CC1(C)C)N(CCCC)C1=NC(=NC(=N1)N(C1CC(N(C(C1)(C)C)OC1CCCCC1)(C)C)CCCC)NCCO)(C)C